Methyl 5-({[1-(2-chloro-4-fluorophenyl)cyclopropyl]carbonyl}amino)-2-(1-cyclobutyl-1H-pyrazol-4-yl)benzoate ClC1=C(C=CC(=C1)F)C1(CC1)C(=O)NC=1C=CC(=C(C(=O)OC)C1)C=1C=NN(C1)C1CCC1